C1(CC1)C=1C=C(C=CC1)C1=CC=2C=NN(C(C2CC1)=O)C1=NC=CC=C1 6-(3-cyclopropylphenyl)-2-(pyridin-2-yl)-7,8-dihydro-phthalazin-1(2H)-one